(6-(1-(2,6-dichlorophenyl)azetidin-3-yl)-2,4-dimethylpyridin-3-yl)methanol ClC1=C(C(=CC=C1)Cl)N1CC(C1)C1=CC(=C(C(=N1)C)CO)C